6-chloro-7-fluoro-N-(3-{4-[5-(trifluoromethyl)pyridin-2-yl]-1H-pyrazol-1-yl}bicyclo[1.1.1]pentan-1-yl)-3,4-dihydro-2H-1,4-benzoxazine-2-carboxamide ClC=1C(=CC2=C(NCC(O2)C(=O)NC23CC(C2)(C3)N3N=CC(=C3)C3=NC=C(C=C3)C(F)(F)F)C1)F